FC(C1=CC(=C(OC=2C=NC=C(C2C)B2OC(C(O2)(C)C)(C)C)C=C1)F)F 3-[4-(difluoromethyl)-2-fluoro-phenoxy]-4-methyl-5-(4,4,5,5-tetramethyl-1,3,2-dioxaborolan-2-yl)pyridine